ClC1=C(C=CC=C1)C1=C(C(=CC=C1)C1=CC2=C(CN(CCC2)CCO)C=C1)C 2-(7-(2'-Chloro-2-methyl-[1,1'-biphenyl]-3-yl)-1,3,4,5-tetrahydro-2H-benzo[c]azepin-2-yl)ethan-1-ol